4,5-diphenyl-2-(2-hydroxy-6-methoxyphenyl)imidazole C1(=CC=CC=C1)C=1N=C(NC1C1=CC=CC=C1)C1=C(C=CC=C1OC)O